OC1CCC2(C(NC3=CC=C(C=C23)C#N)=O)CC1 trans-4-hydroxy-2'-oxo-spiro[cyclohexane-1,3'-indoline]-5'-carbonitrile